4,4'-dichlorophenyl-bipyridine ClC1=CC=C(C=C1)C=1C(=NC=CC1)C1=NC=CC(=C1)Cl